C(C)(=O)OC[C@H]1O[C@H]([C@@H]([C@@H]1OC(C)=O)OC(C)=O)N1C2=NC(=NC(=C2N=C1)N1CC(C1)(C1=CC=CC=C1)C1=CC=CC=C1)Cl [(2R,3R,4R,5R)-3,4-diacetoxy-5-[2-chloro-6-(3,3-diphenylazetidin-1-yl)purin-9-yl]tetrahydrofuran-2-yl]methyl acetate